(R)-2-(1-(4-chlorothiazol-2-yl)-1H-pyrazol-4-yl)-N-(5-cyclopropyl-1H-pyrazol-3-yl)propanamide ClC=1N=C(SC1)N1N=CC(=C1)[C@H](C(=O)NC1=NNC(=C1)C1CC1)C